tert-butyl (6aR)-4-chloro-3-(2-fluoro-6-methoxyphenyl)-12-oxo-1-(pyridin-4-yl)-6a,7,9,10-tetrahydro-12H-pyrazino[2,1-c]pyrido[3,4-f][1,4]oxazepine-8(6H)-carboxylate ClC1=C(N=C(C=2C(N3[C@@H](COC21)CN(CC3)C(=O)OC(C)(C)C)=O)C3=CC=NC=C3)C3=C(C=CC=C3OC)F